[O-]OO[O-].Br[Na] Bromosodium-tetroxide